ClC=1C=C(C=CC1F)N(C(=O)[C@H]1N(C[C@H](C1)O)C1=NC(=CC(=C1)C(F)(F)F)C)CCCN1CCCC1 (2S,4S)-N-(3-chloro-4-fluorophenyl)-4-hydroxy-1-(6-methyl-4-(trifluoromethyl)pyridin-2-yl)-N-(3-(pyrrolidin-1-yl)propyl)pyrrolidine-2-carboxamide